CC1=C(C=C(C=C1)NC(C1=NC=CC(=C1)C(F)(F)F)=O)C=1C=NC2=CC(=NC=C2C1)NC N-(4-methyl-3-(7-(methylamino)-1,6-naphthyridin-3-yl)phenyl)-4-(trifluoromethyl)picolinamide